FC1=CC=C(C(=C1C(=O)O)C)I 6-fluoro-3-iodo-2-methylbenzoic acid